N-(6-fluoro-4-methoxypyridin-3-yl)-3-(2-isopropylphenyl)azetidine-3-carboxamide FC1=CC(=C(C=N1)NC(=O)C1(CNC1)C1=C(C=CC=C1)C(C)C)OC